tri-n-butyl(vinyl)tin C(CCC)[Sn](C=C)(CCCC)CCCC